ClCC1=CC=C(C=C1)CN1CCC(CC1)C=1C=CC(=NC1)NC1=NC=C(C(=N1)C=1C=NN2C1[C@@H](CCCC2)C)F N-[5-[1-[[4-(chloromethyl)phenyl]methyl]-4-piperidyl]-2-pyridyl]-5-fluoro-4-[(4R)-4-methyl-5,6,7,8-tetrahydro-4H-pyrazolo[1,5-a]azepin-3-yl]pyrimidin-2-amine